4-(4-amino-6-(6-ethynyl-5-fluoro-4-methylpyridin-3-yl)-7-methyl-7H-pyrrolo[2,3-d]pyrimidin-5-yl)-N-isobutylbenzamide NC=1C2=C(N=CN1)N(C(=C2C2=CC=C(C(=O)NCC(C)C)C=C2)C=2C=NC(=C(C2C)F)C#C)C